FC(C=1C=2N(C=CC1)C=NC2)(F)F 8-(trifluoromethyl)imidazo[1,5-a]pyridin